FC(C(=O)N1CC(C1)N1C(C(=CC2=CC=CN=C12)C1=CC=C(C=C1)C(F)(F)F)=O)=C 1-(1-(2-fluoroacryloyl)azetidin-3-yl)-3-(4-(trifluoromethyl)phenyl)-1,8-naphthyridin-2(1H)-one